(2S)-1-(5-bromopyridine-2-carbonyl)pyrrolidine-2-carboxylic acid tert-butyl ester C(C)(C)(C)OC(=O)[C@H]1N(CCC1)C(=O)C1=NC=C(C=C1)Br